FC=1C(=C(C=C(C1)C1=NOC(=N1)C1CN(C1)C(NC(C)C)=O)NC(=O)C1=CN=C2N1C=CC=C2)C N-(3-fluoro-5-(5-(1-(isopropylcarbamoyl)azetidin-3-yl)-1,2,4-oxadiazol-3-yl)-2-methylphenyl)imidazo[1,2-a]pyridine-3-carboxamide